2-(4-((((2-(2,6-dioxopiperidin-3-yl)-7-fluoro-1-oxoisoindolin-5-yl)methyl)(methyl)amino)methyl)phenyl)-5-fluorobenzofuran-7-carboxamide O=C1NC(CCC1N1C(C2=C(C=C(C=C2C1)CN(C)CC1=CC=C(C=C1)C=1OC2=C(C1)C=C(C=C2C(=O)N)F)F)=O)=O